C(C)(=O)C1CCN(CC1)C(=O)OC(C)(C)C tert-butyl 4-acetyl-piperidine-1-carboxylate